FC1([C@H]2CC=3C(=NN(C3C[C@]21C)C2OCC2)C=2NC1=CC(=CC=C1C2)C(=O)O)F 2-[(4aS,5aR)-5,5-difluoro-5a-methyl-1-(oxetan-2-yl)-4H,4aH,6H-cyclopropa[f]Indazol-3-yl]-1H-indole-6-carboxylic acid